pyridino[4,3-d]pyrimidine N1=CN=CC2=C1C=CN=C2